2-[4-(4-cyclopropylpiperazin-1-yl)-methylphenyl]-5-chloro-pyrrolo[1,2-b]pyridazine-7-carboxamide C1(CC1)N1CCN(CC1)C1=CC(=C(C=C1)C=1C=CC=2N(N1)C(=CC2Cl)C(=O)N)C